N-[2-acetyl-4-[3-(dimethylcarbamoyl)-1-piperidyl]-3,5-difluoro-phenyl]-5-chloro-2-cyano-pyridine-4-carboxamide C(C)(=O)C1=C(C=C(C(=C1F)N1CC(CCC1)C(N(C)C)=O)F)NC(=O)C1=CC(=NC=C1Cl)C#N